N-(2-(2-cyano-4,4-difluoropyrrolidin-1-yl)-2-oxoethyl)-3-(2-(1-methyl-1H-pyrrol-3-yl)cyclopropyl)isonicotinamide C(#N)C1N(CC(C1)(F)F)C(CNC(C1=C(C=NC=C1)C1C(C1)C1=CN(C=C1)C)=O)=O